1-(4-bromophenyl)imidazole BrC1=CC=C(C=C1)N1C=NC=C1